1,2-diethylpyrazolium C(C)[N+]=1N(C=CC1)CC